C(CCCCCCCCCCCCC)[SiH2]O[SiH2]O[SiH2]O[SiH2]O[SiH2]O[SiH2]O[SiH3] tetradecyl-heptasiloxane